N,N-dimethyl-5-[2-(morpholin-4-yl)-8-(1H-pyrazol-5-yl)-1,7-naphthyridin-4-yl]pyridin-2-amine CN(C1=NC=C(C=C1)C1=CC(=NC2=C(N=CC=C12)C1=CC=NN1)N1CCOCC1)C